CN1N=CC(=C1)C=1C=CC=2N(C1)N=CC2N2CCN(CC2)C(=O)NCC2=NC=C(C=C2)C 4-(6-(1-methyl-1H-pyrazol-4-yl)pyrazolo[1,5-a]pyridin-3-yl)-N-((5-methylpyridin-2-yl)methyl)piperazine-1-carboxamide